2-bromo-11,11-dimethyl-benzofluorene BrC1=CC2=C(C=CC=3C=4C=CC=CC4C(C23)(C)C)C=C1